6-(8-(2-Bromophenethyl)-2,6-dioxo-1-(prop-2-yn-1-yl)-1,2,6,7-tetrahydro-3H-purin-3-yl)hexanoic acid BrC1=C(CCC2=NC=3N(C(N(C(C3N2)=O)CC#C)=O)CCCCCC(=O)O)C=CC=C1